1,6-diphenyl-4-(2,2,2-trifluoroethyl)hex-5-yn-1-one C1(=CC=CC=C1)C(CCC(C#CC1=CC=CC=C1)CC(F)(F)F)=O